CC=1C(CC(C1C)C)OC(CBr)OC(C)C bromoacetaldehyde isopropyl 2,3,4-trimethyl-2-cyclopentenyl acetal